rac-(R)-1-(3-((2-((1-(1-Isopropylpyrrolidin-3-yl)-3-methyl-1H-pyrazol-4-yl)amino)-5-(trifluoromethyl)pyrimidin-4-yl)amino)propyl)piperidin-2-on C(C)(C)N1C[C@@H](CC1)N1N=C(C(=C1)NC1=NC=C(C(=N1)NCCCN1C(CCCC1)=O)C(F)(F)F)C |r|